BrC=1C=CC(=C2C(=C(C(=NC12)S(=O)CC1=NOC(=C1)C)C(C(C)C)=O)N(C)C)Cl 1-(8-bromo-5-chloro-4-(dimethylamino)-2-(((5-methylisoxazol-3-yl)methyl)sulfinyl)quinolin-3-yl)-2-methylpropan-1-one